N1=CC=C(C=C1)[C@@H](C)N (R)-1-(pyridin-4-yl)ethan-1-amine